N-(2-(4-isopropylpiperazin-1-yl)-5-(4-(4-((6-(trifluoromethyl)pyridazin-3-yl)oxy)phenyl)-piperidine-1-carbonyl)phenyl)-1-phenylmethanesulfonamide C(C)(C)N1CCN(CC1)C1=C(C=C(C=C1)C(=O)N1CCC(CC1)C1=CC=C(C=C1)OC=1N=NC(=CC1)C(F)(F)F)NS(=O)(=O)CC1=CC=CC=C1